(Z)-1-(4-amino-2-fluoro-but-2-en-1-yl)-4-(5-chloropyridin-3-yl)-1H-benzo[d][1,2,3]triazole-6-carbonitrile hydrochloride Cl.NC\C=C(\CN1N=NC2=C1C=C(C=C2C=2C=NC=C(C2)Cl)C#N)/F